C(C1=CC(C(=O)[O-])=CC(C(=O)[O-])=C1)(=O)[O-].[Fe+3] iron trimesate